ClC1=NC=2C(CCC(C2C=C1)N)OC=1C=NC(=C(C1)Cl)Cl 2-chloro-8-{(5,6-dichloropyridin-3-yl)oxy}-5,6,7,8-tetrahydroquinolin-5-amine